C(C)(C)C1=NOC(=N1)N1CCC(CC1)C(C)OC=1SC2=NC(=CC=C2N1)C=1N=CSC1 2-(1-(1-(3-isopropyl-1,2,4-oxadiazol-5-yl)piperidin-4-yl)ethoxy)-5-(thiazol-4-yl)thiazolo[5,4-b]pyridine